(rac)-(2s,4s)-2-(7,7-Difluoro-6-phenyl-3-azabicyclo[4.1.0]heptan-3-carbonyl)-7-oxa-5-azaspiro[3.4]octan-6-on FC1(C2(CCN(CC12)C(=O)C1CC2(C1)NC(OC2)=O)C2=CC=CC=C2)F